C1(=CC=C(C=C1)N(C1=CC=C(C=C1)C1=CC(=CC=C1)C1=CC=CC2=C1OC1=C2C=CC=C1)C1=CC=C(C=C1)C1=CC=CC=C1)C1=CC=CC=C1 N,N-di([1,1'-biphenyl]-4-yl)-3'-(dibenzo[b,d]furan-4-yl)-[1,1'-biphenyl]-4-amine